methyl 3-(5-{7-ethyl-2'-methyl-1H,2'H-[3,4'-biindazol]-1-yl}pyridin-2-yl)-3-azabicyclo[3.1.0]hex-ane-6-carboxylate C(C)C=1C=CC=C2C(=NN(C12)C=1C=CC(=NC1)N1CC2C(C2C1)C(=O)OC)C=1C2=CN(N=C2C=CC1)C